FC(C=1C=C(C=CC1)C1=C(C(=CC=C1)C[C@@H]1N(CC([C@@H]1NS(=O)(=O)CC)(F)F)C(C(C)C)=O)F)F N-[(2S,3R)-2-{[3'-(difluoromethyl)-2-fluoro(1,1'-biphenyl)-3-yl]methyl}-4,4-difluoro-1-(2-methylpropanoyl)pyrrolidin-3-yl]ethanesulfonamide